tert-butyl 6-[4-[2-[3-[2-(6-methyl-7-oxo-1H-pyrrolo[2,3-c]pyridin-4-yl)-4-nitro-phenoxy]phenoxy]ethoxy]-1-piperidyl]pyridine-3-carboxylate CN1C(C2=C(C(=C1)C1=C(OC=3C=C(OCCOC4CCN(CC4)C4=CC=C(C=N4)C(=O)OC(C)(C)C)C=CC3)C=CC(=C1)[N+](=O)[O-])C=CN2)=O